CC1=NC(=NC=C1)[C@@H]1[C@H](C1)C=1NC2=CC=CC=C2C(C1)=O 2-((1S,2S)-2-(4-methylpyrimidin-2-yl)cyclopropyl)-4-oxo-1,4-dihydroquinolin